FCC(C)(C)C1=CC=C(C=C1)S(=O)(=O)N 4-(1-fluoro-2-methylpropan-2-yl)-benzenesulfonamide